2-((7-fluoro-2-methylquinazolin-4-yl)amino)-4-((2-((6-methylpyridin-3-yl)oxy)ethyl)(4-(5,6,7,8-tetrahydro-1,8-naphthyridin-2-yl)butyl)amino)butanoic acid FC1=CC=C2C(=NC(=NC2=C1)C)NC(C(=O)O)CCN(CCCCC1=NC=2NCCCC2C=C1)CCOC=1C=NC(=CC1)C